manganese vanadium oxyselenide O=[Se].[V].[Mn]